C(CC)(=O)N1C=CC2=CC(=CC=C12)C1=CC=C(C(=O)NC(C)(C)C=2C=NC=CC2)C=C1 4-(1-propionylindol-5-yl)-N-(2-(pyridin-3-yl)propan-2-yl)benzamide